C(C)(C)C1=CC=C(C=C1)NC=1C2=C(N=C(N1)N1CCOCC1)C(OC2)=O 4-((4-isopropylphenyl)amino)-2-morpholinofuro[3,4-d]pyrimidin-7(5H)-one